COCCCNC1=NC(=NC=C1C(=O)N)NC1=CC2=C(OC[C@H](CN2)O)C=C1 4-((3-methoxypropyl)amino)-2-(((S)-2,3,4,5-tetrahydro-3-hydroxybenzo[b][1,4]oxazepin-7-yl)amino)pyrimidine-5-carboxamide